C(C)(C)(C)OC(=O)N1CC2=CC(=CC=C2CC1)CBr 7-(bromomethyl)-3,4-dihydroisoquinoline-2(1H)-carboxylic acid tert-butyl ester